CN1CCN(C(C2=C1C=CC=C2)=O)CC2=CC(=CC=C2)COC(CCNC)C2=CC=CC=C2 1-Methyl-4-(3-((3-(methylamino)-1-phenylpropoxy)methyl)benzyl)-1,2,3,4-tetrahydro-5H-benzo[e][1,4]diazepin-5-one